isoundecylsulfonic acid ammonium salt [NH4+].C(CCCCCCCC(C)C)S(=O)(=O)[O-]